4-methyl-1,6-heptanediol CC(CCCO)CC(C)O